3-methyl-3-(2,3,4-trifluorophenoxy)azetidine CC1(CNC1)OC1=C(C(=C(C=C1)F)F)F